C(CC\C=C\CC\C=C\CCC)O (4e,8e)-dodeca-4,8-dien-1-ol